C(C)OC(C(N1N=C2C=C(C=C(C2=C1)F)Br)C1=C2N(C=N1)C[C@@H](C2)F)=O.ClC=2C=CC(=C(C2)NC(=O)C2CC2)OCCOC N-(5-chloro-2-(2-methoxyethoxy)phenyl)cyclopropanecarboxamide Ethyl-2-((R)-6-fluoro-6,7-dihydro-5H-pyrrolo[1,2-c]imidazol-1-yl)-2-(4-fluoro-6-bromo-2H-indazol-2-yl)acetate